(1R,6S,7S)-N-(7-methyl-6-(4-((R)-3-methyltetrahydrofuran-3-yl)piperazin-1-yl)isoquinolin-3-yl)-3-oxabicyclo[4.1.0]heptane-7-carboxamide CC1=C(C=C2C=C(N=CC2=C1)NC(=O)[C@H]1[C@H]2CCOC[C@@H]12)N1CCN(CC1)[C@]1(COCC1)C